salicylideneaminoguanidine C(C=1C(O)=CC=CC1)=NNC(=N)N